C(C)(=O)[O-].C(CCCCCCCCC)[N+](C)(C)C decyl-trimethyl-ammonium acetate